O1C(OCC1)C[C@@]1(CN(CC(=C1)C1=CC=CC=C1)S(=O)(=O)C1=CC=C(C)C=C1)C (S)-3-((1,3-dioxolan-2-yl)methyl)-3-methyl-5-phenyl-1-tosyl-1,2,3,6-tetrahydropyridine